1-(Imidazo[1,2-a]pyridin-3-ylmethyl)-N-(3-((4-methylpiperazin-1-yl)methyl)-5-(trifluoromethyl)phenyl)indolin-6-carboxamid N=1C=C(N2C1C=CC=C2)CN2CCC1=CC=C(C=C21)C(=O)NC2=CC(=CC(=C2)C(F)(F)F)CN2CCN(CC2)C